6-methoxy-2,4-dimethylnicotinic acid COC1=NC(=C(C(=O)O)C(=C1)C)C